1-isocyanato-4-(trifluoromethyl)benzene tert-butyl-4-[6-(2,8-dimethylimidazo[1,2-b]pyridazin-6-yl)-4-fluoro-1,3-benzoxazol-2-yl]piperidine-1-carboxylate C(C)(C)(C)OC(=O)N1CCC(CC1)C=1OC2=C(N1)C(=CC(=C2)C=2C=C(C=1N(N2)C=C(N1)C)C)F.N(=C=O)C1=CC=C(C=C1)C(F)(F)F